2-(2-((3R,4R)-3-amino-4-fluoropiperidin-1-yl)-6-fluoro-1H-benzo[d]imidazol-1-yl)-N-((S)-tetrahydrofuran-3-yl)-N-(2,2,2-trifluoroethyl)acetamide N[C@@H]1CN(CC[C@H]1F)C1=NC2=C(N1CC(=O)N(CC(F)(F)F)[C@@H]1COCC1)C=C(C=C2)F